ClC1=CC=C(C=C1)C1=NN([C@@H]([C@@H]1C1=CC=CC=C1)C)C(=O)NS(=O)(=O)N1CC(CCC1)(F)F (4S,5R)-3-(4-chlorophenyl)-N-((3,3-difluoropiperidin-1-yl)sulfonyl)-5-methyl-4-phenyl-4,5-dihydro-1H-pyrazole-1-carboxamide